C(#N)C1=CN=C(S1)N1C[C@H]2CC[C@@H](C1)N2C(=O)OC(C)(C)C tert-butyl (1R,5S)-3-(5-cyanothiazol-2-yl)-3,8-diazabicyclo[3.2.1]octane-8-carboxylate